9-benzyl-8-(4-(3-bromopropoxy)-2-chlorophenyl)-6-(1-methylcyclopropoxy)-9H-purine C(C1=CC=CC=C1)N1C2=NC=NC(=C2N=C1C1=C(C=C(C=C1)OCCCBr)Cl)OC1(CC1)C